(2r,3S,4S,5S,6r)-3,4,5-trihydroxy-6-(hydroxymethyl)tetralin O[C@H]1CCC2=CC=C(C(=C2[C@@H]1O)O)CO